2-hexyldecyl 3-(hexylamino)propanoate 2-Hexyldecyl-3-(hexylamino)propanoate C(CCCCC)C(COC(CCNCCCCCC)=O)CCCCCCCC.C(CCCCC)NCCC(=O)OCC(CCCCCCCC)CCCCCC